4-amino-N-((5-bromopyridin-2-yl)methyl)-7-chloro-N-ethyl-1-methyl-1H-pyrazolo[4,3-c]quinoline-8-carboxamide NC1=NC=2C=C(C(=CC2C2=C1C=NN2C)C(=O)N(CC)CC2=NC=C(C=C2)Br)Cl